Cl.Cl.NCCN1CC2=C(C=C(C=C2CC1)C=1N=C2C(=NC1)NC=C2C2=CC(=C(C(=O)N(C)C)C=C2)C)C 4-(2-(2-(2-aminoethyl)-8-methyl-1,2,3,4-tetrahydroisoquinolin-6-yl)-5H-pyrrolo[2,3-b]pyrazin-7-yl)-N,N,2-trimethylbenzamide dihydrochloride